N-(1-(7-((tert-Butyldimethylsilyl)oxy)naphthalen-1-yl)cyclopropyl)-5-(2-(dimethylamino)ethoxy)-2-methylbenzamide [Si](C)(C)(C(C)(C)C)OC1=CC=C2C=CC=C(C2=C1)C1(CC1)NC(C1=C(C=CC(=C1)OCCN(C)C)C)=O